C(=C)C=1C=C(C=C(C1)C(=O)O)C(=O)O 5-vinylbenzene-1,3-dicarboxylic acid